F[B-](F)(F)F.C(C)(C)(C)[PH+](C=1C=C(C=C(C1)C1=CC=CC=C1)C1=CC=CC=C1)C(C)(C)C di-(tert-butyl)((1,1':3',1''-terphenyl)-5'-yl)phosphonium tetrafluoroborate